O1C(=CC2=C1C=CC=C2)C=2C=C(OC2)C(CCC(=O)O)=O 4-(4-(benzofuran-2-yl)furan-2-yl)-4-oxobutyric acid